C(C)[C@@H]1N(C[C@H](N(C1)C(C)C1=C(C=C(C=C1)F)OC)CC)C=1N(N=C2C1N(C(C=C2)=O)C)C2OCCCC2 ((2S,5R)-2,5-diethyl-4-(1-(4-fluoro-2-methoxyphenyl)ethyl)piperazin-1-yl)-4-methyl-2-(tetrahydro-2H-pyran-2-yl)-2,4-dihydro-5H-pyrazolo[4,3-b]pyridin-5-one